(7α-17β)-7-[9-[(4,4,5,5,5-pentafluoropentyl)sulfinyl]nonyl]-3-(4,4,5,5-tetramethyl-1,3,2-dioxaborolan-2-yl)-estra-1,3,5(10)-trien-17-ol FC(CCCS(=O)CCCCCCCCC[C@H]1[C@H]2[C@@H]3CC[C@@H]([C@@]3(C)CC[C@@H]2C=2C=CC(=CC2C1)B1OC(C(O1)(C)C)(C)C)O)(C(F)(F)F)F